O=C1OC2=C(C=C1NC(SCCCCCCC)=O)C=CC=C2 S-heptyl 2-oxo-2H-benzopyran-3-thiocarbamate